C(C)(C)(C)N(C(O)=O)C1CC2(C1)CCC(CC2)=O.N2(CCOCC2)C(=O)C=2C=CC(=NC2)C=2C=C(C1=C(C=CO1)C2)C(F)(F)F 5-(5-(morpholine-4-carbonyl)pyridin-2-yl)-7-(trifluoro-methyl)benzofuran tert-butyl-(7-oxospiro[3.5]nonan-2-yl)carbamate